NC1CC2(CC(C2)C2(CC3=CC=C(C=C3C=C2)NCC)N)C1 2-(6-Aminospiro[3.3]heptane-2-yl)-N6-ethylnaphthalene-2,6-diamine